(2Z)-{2-[(tert-butoxycarbonyl)amino]-1,3-thiazol-4-yl}({[3-(tert-butoxycarbonyl)-8-oxabicyclo[3.2.1]octan-3-yl]oxy}imino)acetic acid C(C)(C)(C)OC(=O)NC=1SC=C(N1)/C(/C(=O)O)=N/OC1(CC2CCC(C1)O2)C(=O)OC(C)(C)C